FC1=CC=CC(=N1)C(=O)N 6-fluoropyridinamide